C(C)(=O)N1C=C(C2=CC=CC=C12)C=C1N=C(OC1=O)C1=CC=C(C=C1)C(C)(C)C 4-((1-Acetyl-1H-indol-3-yl)methylene)-2-(4-(tert-butyl)phenyl)oxazol-5(4H)-one